R-cystine C([C@@H](C(=O)O)N)SSC[C@@H](C(=O)O)N